CN(CCN(C1=C(C=C(C=C1)NC=1N=C(C2=C(N1)N(C=C2)S(=O)(=O)C2=CC=C(C)C=C2)C2=CN(C1=CC=CC(=C21)F)C)NC(C)=O)C)C N-(2-((2-(dimethylamino)ethyl)(methyl)amino)-5-((4-(4-fluoro-1-methyl-1H-indol-3-yl)-7-tosyl-7H-pyrrolo[2,3-d]pyrimidin-2-yl)amino)phenyl)acetamide